5-(pyrido[2,3-b]pyrazin-7-yl)-N-(cis-4-(trifluoromethoxy)cyclohexyl)pyrrolo[2,1-f][1,2,4]triazin-2-amine N1=C2C(=NC=C1)N=CC(=C2)C=2C=CN1N=C(N=CC12)N[C@@H]1CC[C@@H](CC1)OC(F)(F)F